tetrachlorobis(2,7-dimethyl-2,6-octadienyl)dithiine ClS1S(C=CC(=C1CC(=CCCC=C(C)C)C)CC(=CCCC=C(C)C)C)(Cl)(Cl)Cl